C(C1=CC=CC=C1)OC1CC(C(CC1)=O)(C)C 4-(benzyloxy)-2,2-dimethylcyclohexane-1-one